2,6-Dimethoxy-4-(4-phenyl-5-(thiophen-2-yl)-1H-imidazol-2-yl)phenyl dihydrogen phosphate P(=O)(OC1=C(C=C(C=C1OC)C=1NC(=C(N1)C1=CC=CC=C1)C=1SC=CC1)OC)(O)O